2-methylpropionic acid hydrochloride Cl.CC(C(=O)O)C